ClC1=NC(=NC(=N1)N[C@H](C)C1CC1)N[C@H](C)C1CC1 6-chloro-N2,N4-bis((R)-1-cyclopropylethyl)-1,3,5-triazine-2,4-diamine